CC1=C(N(C2=C(C(=C(C(=C12)Br)OC)OC)Br)C)C(=O)O.BrC1=C2C=CNC2=C(C=C1)Br 4,7-dibromoindole (methyl 4,7-dibromo-5,6-dimethoxy-N-methyl-1H-indole-2-carboxylate)